d-ribose 5-phosphate P(=O)(O)(O)OC[C@H]([C@H]([C@H](C=O)O)O)O